C1=CC=C2C(=C1)C=CC(=O)C2=O β-naphthoquinone